lithium potassium bismuth tantalum [Ta].[Bi].[K].[Li]